(3aR,7aS)-2-Hydroxy-3a,4,7,7a-tetrahydro-1H-isoindol-1,3(2H)-dione ON1C([C@H]2CC=CC[C@H]2C1=O)=O